S(=O)(=O)=[P] Sulfuryl-phosphorus